[NH4+].[NH4+].C(C(O)C)(=O)OO.C(C(O)C)(=O)OO.[Ti+4] titanium dihydroxy bis(lactate) diammonium salt